1-(6-Ethanesulfonyl-3,3-dimethyl-2,3-dihydro-indol-1-yl)-2-((2R,5R)-2-methoxymethyl-5-methyl-piperazin-1-yl)-ethanone dihydrochloride salt Cl.Cl.C(C)S(=O)(=O)C1=CC=C2C(CN(C2=C1)C(CN1[C@H](CN[C@@H](C1)C)COC)=O)(C)C